BrC1=CC=C2C=3C(C4=C(C(C3NC2=C1)(C)C)C=C(C(=C4)C#N)N4CCN(CC4)C)=O 3-bromo-6,6-dimethyl-8-(4-methylpiperazin-1-yl)-11-oxo-6,11-dihydro-5H-benzo[b]Carbazole-9-carbonitrile